C(#N)C1=CC(=CC=2N=C(OC21)C=2C(=C(C=CC2)C2=C(C(=CC=C2)NC=2N=CC=C1C=C(C=NC21)CN[C@@H](CO)C)C)C)CN2C[C@@H](CC2)C(=O)O (R)-1-((7-cyano-2-(3'-(3-(((R)-1-hydroxypropan-2-ylamino)methyl)-1,7-naphthyridin-8-ylamino)-2,2'-dimethylbiphenyl-3-yl)benzo[d]oxazol-5-yl)methyl)pyrrolidine-3-carboxylic acid